C(C1=CC=CC=C1)OC(=O)N1[C@H](C[C@H](CC1)O[Si](C1=CC=CC=C1)(C1=CC=CC=C1)C(C)(C)C)C1=CC=C(C=C1)C(=O)OC |r| (±)-cis-4-((tert-butyldiphenylsilyl)oxy)-2-(4-(methoxycarbonyl)phenyl)piperidine-1-carboxylic acid benzyl ester